tert-butyl (1R,2R,5S)-2-(2-hydroxyethyl)-3,8-diazabicyclo[3.2.1]octane-3-carboxylate OCC[C@@H]1[C@H]2CC[C@@H](CN1C(=O)OC(C)(C)C)N2